ClC=1C=CC(=C(C1)N1C(C(N(CC1)[C@H](C(=O)NC=1C=C2C=C(N(C2=CC1)C(=O)[O-])C(=O)[O-])CC1=CC=C(C=C1)NC(=O)N1C[C@H](CCC1)O)=O)=O)N1N=NN=C1 5-((S)-2-(4-(5-chloro-2-(1H-tetrazol-1-yl) phenyl)-2,3-dioxopiperazin-1-yl)-3-(4-((S)-3-hydroxypiperidine-1-carboxamido) phenyl) propionylamino)-1H-indole-1,2-dicarboxylate